O=C1N(C(C=C1)=O)CCC(=O)NCCOCCOCCOCCOCC#C 3-(2,5-dioxo-2,5-dihydro-1H-pyrrol-1-yl)-N-(3,6,9,12-tetraoxapentadec-14-yn-1-yl)propionamide